1-(3-(aminomethyl)phenyl)-N-(3-(((cyclopropylmethyl)amino)(2-methoxyphenyl)methyl)phenyl)-3-(trifluoromethyl)-1H-pyrazole-5-carboxamide NCC=1C=C(C=CC1)N1N=C(C=C1C(=O)NC1=CC(=CC=C1)C(C1=C(C=CC=C1)OC)NCC1CC1)C(F)(F)F